[5-Bromo-2-[6-[(3R)-3-[tert-butoxycarbonyl (methyl)amino]pyrrolidin-1-yl]pyridazin-3-yl]-3-pyridyl] tert-butyl carbonate C(OC=1C(=NC=C(C1)Br)C=1N=NC(=CC1)N1C[C@@H](CC1)N(C)C(=O)OC(C)(C)C)(OC(C)(C)C)=O